(4-(2-chlorophenyl)-3,4-dihydroquinoxalin-1(2H)-yl)(piperazin-1-yl)methanone ClC1=C(C=CC=C1)N1CCN(C2=CC=CC=C12)C(=O)N1CCNCC1